N-(4-chloro-3-cyano-1H-indazol-7-yl)-1-[(1R)-1-(fluoromethyl)-2-hydroxy-ethyl]pyrazole-4-sulfonamide ClC1=C2C(=NNC2=C(C=C1)NS(=O)(=O)C=1C=NN(C1)[C@H](CO)CF)C#N